2,3-dimethyl-2,3-di(p-chlorophenyl)butane CC(C)(C(C)(C1=CC=C(C=C1)Cl)C)C1=CC=C(C=C1)Cl